C(C)(C)(C)OC(=O)N(C([C@H](C)NC)=O)[C@H](C(=O)N1[C@@H](CCC1)C=1SC=C(N1)C(=O)C=1C=C(OCCOCCC(=O)O)C=CC1)C1CCCCC1 3-(2-(3-(2-((S)-1-((S)-2-((S)-N-(tert-butoxycarbonyl)-2-(methylamino)propanamido)-2-cyclohexylacetyl)pyrrolidin-2-yl)thiazole-4-carbonyl)phenoxy)ethoxy)propanoic acid